silicon dioxide, ethylenediaminetetraacetic acid salt C(CN(CC(=O)[O-])CC(=O)[O-])N(CC(=O)[O-])CC(=O)[O-].[Si+4](=O)=O